COC1=NC(CC2=CC=CC=C12)C1CCCCC1 1-methoxy-3-(4-cyclohexyl)-3,4-dihydroisoquinoline